CC=1N=C2N(C=C(C=C2C)C=2C=CC(=NC2CC)N2CCC(CC2)N2CC3(C2)OCCNC3)C1 2-[1-[5-(2,8-dimethylimidazo[1,2-a]pyridin-6-yl)-6-ethyl-2-pyridinyl]-4-piperidinyl]-5-oxa-2,8-diazaspiro[3.5]nonane